tert-butyl (1-(14-((4-(2,6-dioxopiperidin-3-yl)phenyl)amino)-3,6,9,12-tetraoxatetradecyl)piperidin-4-yl)carbamate O=C1NC(CCC1C1=CC=C(C=C1)NCCOCCOCCOCCOCCN1CCC(CC1)NC(OC(C)(C)C)=O)=O